2-(2,6-dioxo-3-piperidinyl)-5-[4-[4-(4-piperidinylmethyl)piperidine-1-carbonyl]-1-piperidinyl]isoindoline-1,3-dione O=C1NC(CCC1N1C(C2=CC=C(C=C2C1=O)N1CCC(CC1)C(=O)N1CCC(CC1)CC1CCNCC1)=O)=O